C(C)NCCCC N-ethyl-N-butyl-amine